[N+](=O)([O-])C=1C=C(C(=NC1)C1S(CCC(C1)C(=O)N)(=O)=O)C(F)(F)F (5-nitro-3-trifluoromethylpyridin-2-yl)-tetrahydro-2H-thiopyran-4-carboxamide 1,1-dioxide